BrC1=CC=C(C=C1)N1N=C(C(=C1)[C@@H]1O[C@@H](C(N1CCC=1C=CC2=CC(N=C2C1)=O)=O)C)C1=CC=C(C=C1)F (2S,5R)-2-(1-(4-bromophenyl)-3-(4-fluorophenyl)-1H-pyrazol-4-yl)-5-methyl-3-(2-(2-oxoindol-6-yl)ethyl)oxazolidin-4-one